2-bromo-β,β,4,5-tetrafluoro-phenylpropionic acid BrC1=C(C=C(C(=C1)F)F)C(C(=O)O)C(F)F